5-[(3S)-3-{[3-(2,2-difluoroethoxy)propyl]amino}-5-fluoro-7-hydroxy-3,4-dihydro-2H-1-benzothiopyran-6-yl]-1λ6,2,5-thiadiazolidine-1,3-dione FC(COCCCN[C@@H]1CSC2=C(C1)C(=C(C(=C2)O)N2CC(N[SH2]2=O)=O)F)F